1-(4-methoxybenzyl)-4-(5-methyloxazol-2-yl)-8-(thiophen-3-yl)-1,3-dihydro-2H-benzo[b]azepin-2-one COC1=CC=C(CN2C3=C(C=C(CC2=O)C=2OC(=CN2)C)C=CC(=C3)C3=CSC=C3)C=C1